tert-butyl (S)-2-chloro-4-(2-(1-ethyl-3-(trifluoromethyl)-1H-pyrazol-4-yl)phenyl)-4,7-dihydrothieno[2,3-c]pyridine-6(5H)-carboxylate ClC1=CC2=C(CN(C[C@H]2C2=C(C=CC=C2)C=2C(=NN(C2)CC)C(F)(F)F)C(=O)OC(C)(C)C)S1